C(C)OC(=O)C=1C=CC=C(C1Br)N1C(NC(=CC1)CS(=O)(=O)O)=O (5-ethoxycarbonyl-6-bromophenyl-1,6-dihydropyrimidin-2-one-4-yl)methanesulfonic acid